(S)-6-(4-(methoxycarbonyl)phenyl)-4-(((trifluoromethyl)sulfonyl)oxy)-3,6-dihydropyridine-1(2H)-Carboxylic acid benzyl ester C(C1=CC=CC=C1)OC(=O)N1CCC(=C[C@H]1C1=CC=C(C=C1)C(=O)OC)OS(=O)(=O)C(F)(F)F